(E)-3-(3-chlorophenyl)-N-phenylacrylamide ClC=1C=C(C=CC1)/C=C/C(=O)NC1=CC=CC=C1